2-(butylsulfanyl)-7-chloro-5-(4-methoxyphenyl)pyrazolo[1,5-a]pyrimidine C(CCC)SC1=NN2C(N=C(C=C2Cl)C2=CC=C(C=C2)OC)=C1